FC(OCC=1[C@@H]([C@@H]([C@H]([C@@H](C1)NCC1=CC=C(C=C1)CC)O)O)O)F (1S,2S,3S,6R)-4-((difluoromethoxy)methyl)-6-((4-ethylbenzyl)amino)cyclohex-4-ene-1,2,3-triol